N-(1H-benzimidazol-2-ylmethyl)-8-chloro-2-(morpholin-4-yl)pyrazolo[1,5-a][1,3,5]triazin-4-amine N1C(=NC2=C1C=CC=C2)CNC2=NC(=NC=1N2N=CC1Cl)N1CCOCC1